isooctyl 3,5-di-t-butyl-4-hydroxy-phenylpropionate C(C)(C)(C)C=1C=C(C=C(C1O)C(C)(C)C)C(C(=O)OCCCCCC(C)C)C